2,2-dimethylpropanoyloxy-ammonium trifluoromethanesulfonate FC(S(=O)(=O)[O-])(F)F.CC(C(=O)O[NH3+])(C)C